(2S,5R)-2-(cyanomethyl)-5-methylpiperazine-1-carboxylic acid benzyl ester C(C1=CC=CC=C1)OC(=O)N1[C@H](CN[C@@H](C1)C)CC#N